1,4-dimethyl (2Z)-but-2-enedioate C(\C=C/C(=O)OC)(=O)OC